COCCOCC=1C=C(C=CC1)C1=C2C=C(N=CC2=C(N=C1)NC)NC(=O)C1CC1 N-(5-(3-((2-methoxyethoxy)methyl)phenyl)-8-(methylamino)-2,7-naphthyridin-3-yl)cyclopropanecarboxamide